7-bromo-3-methylpyrrolo[1,2-a]pyrazin-1(2H)-one BrC=1C=C2N(C=C(NC2=O)C)C1